(3S)-3-[[(benzyloxy)carbonyl]amino]-4-[(tert-butyldiphenylsilyl)oxy]butanoic acid C(C1=CC=CC=C1)OC(=O)N[C@@H](CC(=O)O)CO[Si](C1=CC=CC=C1)(C1=CC=CC=C1)C(C)(C)C